6-fluoro-7-(3-(hydroxymethyl)-1,5-dimethyl-1H-pyrazol-4-yl)-1H-indole-2-carboxylate FC1=CC=C2C=C(NC2=C1C=1C(=NN(C1C)C)CO)C(=O)[O-]